2-(1,5-dimethyl-1H-pyrazol-4-yl)-N-(5-(2-(3,3-dimethyl-azetidin-1-yl)acetamido)-2-methylpyridin-3-yl)pyrazolo[5,1-b]Thiazole-7-carboxamide CN1N=CC(=C1C)C1=CN2C(S1)=C(C=N2)C(=O)NC=2C(=NC=C(C2)NC(CN2CC(C2)(C)C)=O)C